COC(C(NC1=CC=C(C=C1)OC)C1=CC(=CC=C1)OC)=O (3-methoxyphenyl)-(4-methoxyanilino)acetic acid methyl ester